ClC1=NC(=C2N=C(N(C2=N1)CC)C(C)=O)N1CCOCC1 1-(2-chloro-9-ethyl-6-morpholino-9H-purin-8-yl)ethanone